4-(1-benzoyl-1H-1,2,3-triazol-4-yl)phenol C(C1=CC=CC=C1)(=O)N1N=NC(=C1)C1=CC=C(C=C1)O